4-(1-(4-fluorophenyl)-6-methyl-1H-indazol-5-yl)-5,6-dihydropyridine FC1=CC=C(C=C1)N1N=CC2=CC(=C(C=C12)C)C1=CC=NCC1